1-(4-(2-bromo-3-(methoxymethoxy)-6-methylpyridin-4-yl)-2-chlorophenyl)pyrrolidin-2-one BrC1=NC(=CC(=C1OCOC)C1=CC(=C(C=C1)N1C(CCC1)=O)Cl)C